2'-chloro-5'-methoxy-6-methyl-N-(5-(5-methylpicolinoyl)-5,6-dihydro-4H-pyrrolo[3,4-d]thiazol-2-yl)-[4,4'-bipyridine]-3-carboxamide ClC1=NC=C(C(=C1)C1=C(C=NC(=C1)C)C(=O)NC=1SC2=C(N1)CN(C2)C(C2=NC=C(C=C2)C)=O)OC